FC=1C=C(C=CC1)C(CO)=O 1-(3-fluorophenyl)-2-hydroxyethanone